C(C=C)C(N)C(=O)O α-allylglycine